CO[Si](CCCCCCCCCC(=O)O)(OC)OC 10-trimethoxysilyl-decanoic acid